8-ethoxycarbonyltetracyclo[4.4.0.12,5.17,10]dodeca-3-ene C(C)OC(=O)C1C2C3C4C=CC(C3C(C1)C2)C4